2-(3-(8-amino-6-(3-fluoro-2-methylpyridin-4-yl)imidazo[1,2-a]pyrazin-3-yl)-4-methylphenyl)-1,1-difluoropropan-2-ol NC=1C=2N(C=C(N1)C1=C(C(=NC=C1)C)F)C(=CN2)C=2C=C(C=CC2C)C(C(F)F)(C)O